1-[2-cyano-4-(trifluoromethyl)phenyl]-4-[6-(3-methyl-1,2-oxazol-4-yl)pyridin-3-yl]-N-[(3S)-1-methylpyrrolidin-3-yl]piperidine-4-carboxamide C(#N)C1=C(C=CC(=C1)C(F)(F)F)N1CCC(CC1)(C(=O)N[C@@H]1CN(CC1)C)C=1C=NC(=CC1)C=1C(=NOC1)C